C(CCCCCCC)C(CCCCCCCC)OC(CCCCCCCOC(=O)[C@H]1N(CC(C1)O)CCCCCOC(CCCCCCCCCCC)=O)=O (2S)-1-(5-dodecanoyloxy-pentyl)-4-hydroxy-pyrrolidine-2-carboxylic acid [8-(1-octylnonyloxy)-8-oxo-octyl] ester